P(O)(O)OC1=CC(OP(O)O)=CC=C1 resorcinol bisphosphite